[K+].C1(=CC=CC=C1)C(C(=O)[O-])C(=O)[O-].[K+] 2-phenylpropanedioic acid potassium salt